N1=CNC=2N=CNC2C1=O 3H-purin-6-one